N(C(=N)N)C1=C(C=C(C(=O)OC=2C=3N(C(=CC2)CC(=O)O)N=CN3)C=C1)I 2-(8-(4-guanidino-3-iodobenzoyloxy)-[1,2,4]triazolo[1,5-a]pyridin-5-yl)acetic acid